2-Chloro-5-{[(cyclopropylcarbonyl)amino]methyl}-N-[1-(pyridin-2-yl)-1H-indazol-4-yl]benzamide ClC1=C(C(=O)NC2=C3C=NN(C3=CC=C2)C2=NC=CC=C2)C=C(C=C1)CNC(=O)C1CC1